N-(quinolin-8-yl)-1-(1-(trifluoromethyl)cyclopropyl)-1H-imidazole-2-sulfonamide N1=CC=CC2=CC=CC(=C12)NS(=O)(=O)C=1N(C=CN1)C1(CC1)C(F)(F)F